C1(=CC=C(C=C1)C1=C(C(C(=O)[O-])=CC=C1C(=O)[O-])C(=O)[O-])C1=C(C(C(=O)[O-])=CC=C1C(=O)[O-])C(=O)[O-] p-phenylenedi(trimellitate)